CN(CCNC(=O)C1=CC=CN2C1=NC=1C3=C(C=CC1C2=O)C=CC=C3)C N-(2-(dimethylamino)ethyl)-7-oxo-7H-benzo[h]pyrido[2,1-b]quinazoline-12-carboxamide